ClC=1C=CC=2N(N1)C(=C(N2)C=2C=NC(=CC2)CC)C(=O)N[C@@H]2C(NC1=C(C(=N2)C2=CC=CC=C2)C=CC=C1F)=O 6-Chloro-2-(6-ethylpyridin-3-yl)-N-[(3S)-9-fluoro-2-oxo-5-phenyl-1,3-dihydro-1,4-benzodiazepin-3-yl]imidazo[1,2-b]pyridazine-3-carboxamide